C(C)(C)(C)OC(=O)N1CC=2C(C[C@H]1C)=CNC2C(N(C)[C@@H](CO)COCC=C)=O (6R)-3-[[(1S)-1-(allyloxymethyl)-2-hydroxyethyl]-methyl-carbamoyl]-6-Methyl-2,4,6,7-tetrahydropyrrolo[4,3-c]Pyridine-5-carboxylic acid tert-butyl ester